COC(=O)C=1C2=C(N=CC1Cl)N(C=C2)CO C5-chloro-1-(hydroxymethyl)-1H-pyrrolo[2,3-b]pyridine-4-carboxylic acid methyl ester